2-Amino-N-[4-fluoro-5-[[5-(1-methoxycyclopropyl)pyridin-2-yl]carbamoyl]-2-methylphenyl]-1,3-thiazole-5-carboxamide NC=1SC(=CN1)C(=O)NC1=C(C=C(C(=C1)C(NC1=NC=C(C=C1)C1(CC1)OC)=O)F)C